C(CCCCCCCC)OC=1C=C(C=C(C1)OCCCCCCCCC)CN (3,5-Bis(nonyloxy)phenyl)methylamine